C(C(=O)[O-])(=O)[O-].[Co+2].[V+5] vanadium cobalt oxalate